ClC=1C=C(C=CC1S(=O)(=O)C)NC=1SC=C(N1)C1=CC=C(C=C1)S(=O)(=O)NC 4-(2-((3-Chloro-4-(methylsulfonyl)phenyl)amino)thiazol-4-yl)-N-methylbenzenesulfonamide